C1(=CC=CC2=CC=CC=C12)C(C)C1=NC(=NO1)C=1C=C(N)C=CC1 3-(5-(1-(naphthalen-1-yl)ethyl)-1,2,4-oxadiazol-3-yl)aniline